bismuth ethanedithiol C(C)(S)S.[Bi]